OC[C@@H]1N(CC2=CC=CC=C2C1)C(=O)OC(C)(C)C tert-butyl (R)-3-(hydroxymethyl)-3,4-dihydro-1H-isoquinoline-2-carboxylate